2,6-difluoro-N-[4-[1-(4-fluorophenyl)-1-methyl-prop-2-ynyl]thiazol-2-yl]-4-[2-(hydroxymethyl)piperazin-1-yl]benzamide FC1=C(C(=O)NC=2SC=C(N2)C(C#C)(C)C2=CC=C(C=C2)F)C(=CC(=C1)N1C(CNCC1)CO)F